C(#C)C1=NC(=CC(=C1)C1=NC=2C=CC3=C(C2C=C1)C1=C(S3)C(N[C@@H](CN1)C)=O)N1CCCCC1 (R)-3-(2-ethynyl-6-(piperidin-1-yl)pyridin-4-yl)-10-methyl-9,10,11,12-tetrahydro-8H-[1,4]diazepino[5',6':4,5]thieno[3,2-f]quinolin-8-one